F\C(=C/CN)\CS(=O)(=O)C1=CC=C(C=C1)F (Z)-3-Fluoro-4-(4-fluorophenylsulfonyl)but-2-en-1-amin